CC=1C=CC(=C(C1)C(C)=O)[N+](=O)[O-] 1-(5-Methyl-2-nitrophenyl)ethan-1-one